COC=1C(=C(C=C(C1)CCC1=CC=CC=C1)O)CC=C(C)C 3-methoxy-2-(3-methylbut-2-en-1-yl)-5-phenylethylphenol